C(C)(C)C=1C=CC2=C(NC(N2)=O)C1 6-isopropyl-1,3-dihydro-2H-benzo[d]imidazol-2-one